FC(C1=NC2=CC=CC=C2C(=N1)SCC(=O)C1=CC=C(S1)C1CN(CC1)C(=O)OC(C)(C)C)(F)F tert-butyl 3-(5-(2-((2-(trifluoromethyl)quinazolin-4-yl)thio)acetyl)thiophen-2-yl)pyrrolidine-1-carboxylate